7-(4-((1R,5S)-3,8-diazabicyclo[3.2.1]octan-3-yl)-3,8-difluoro-2-(((2R,7aS)-2-fluorotetrahydro-1H-pyrrolizin-7a(5H)-yl)methoxy)-1,6-naphthyridin-7-yl)-1-ethyl-2,3-dihydro-1H-inden-5-ol [C@H]12CN(C[C@H](CC1)N2)C2=C(C(=NC1=C(C(=NC=C21)C=2C=C(C=C1CCC(C21)CC)O)F)OC[C@]21CCCN1C[C@@H](C2)F)F